3-((4-((2-(difluoromethyl)pyridin-4-yl)oxy)-3,5-difluorobenzyl)oxy)-7,8-dihydro-1H,6H,9H-7,8a-methanopyrrolo[1',2':3,4]imidazo[1,2-c]pyrimidin-1-one FC(C1=NC=CC(=C1)OC1=C(C=C(COC=2C=C3N(C(N2)=O)CC24N3CC(C2)C4)C=C1F)F)F